BrC=1C=2N(C=CC1)C(=NC2)CC(C)N (8-bromoimidazo[1,5-a]pyridin-3-yl)propan-2-amine